bis(tert-butylperoxy)-p-diisopropylbenzene C(C)(C)(C)OOC=1C(=C(C=CC1C(C)C)C(C)C)OOC(C)(C)C